2-(4-Methylpiperazin-1-yl)-N-(6-(thiazol-5-yl)isoquinolin-3-yl)Isonicotinamide CN1CCN(CC1)C=1C=C(C(=O)NC=2N=CC3=CC=C(C=C3C2)C2=CN=CS2)C=CN1